N,N-di-n-tetradecyl-fumaric acid amide C(CCCCCCCCCCCCC)N(C(\C=C\C(=O)O)=O)CCCCCCCCCCCCCC